C(C)C1=CC=C(C=N1)C1=C(C(=O)O)C=C(C=C1)NC(=O)C1(CC1)C1=C(C=C(C=C1)C(F)(F)F)F 2-(6-Ethylpyridin-3-yl)-5-[({1-[2-fluoro-4-(trifluoromethyl)phenyl]cyclopropyl}carbonyl)amino]benzoic acid